C(#N)C[C@H]1N(C2(CC2)CC1)C(=O)OC(C)(C)C tert-butyl (5S)-5-(cyanomethyl)-4-azaspiro[2.4]heptane-4-carboxylate